C(CCCCCCC)N(C(COCC(=O)N(CCCCCCCC)CCCCCCCC)=O)CCCCCCCC N,N,N',N'-tetra-n-octyldiglycolamide